3-Hydroxy-2-(1-((4-methoxy-3,5-dimethylpyridin-2-yl)methyl)-1H-pyrazole-4-carbonyl)cyclohex-2-en-1-one OC1=C(C(CCC1)=O)C(=O)C=1C=NN(C1)CC1=NC=C(C(=C1C)OC)C